FC1=CC=C(C=C1)N1N=CC2=C1CN(C2)C#N 1-(4-fluorophenyl)-4,6-dihydropyrrolo[3,4-c]pyrazole-5(1H)-carbonitrile